5,5-difluoro-1-(6-(1-methyl-1H-pyrazol-4-yl)pyrazolo[1,5-a]pyridin-4-yl)piperidin-3-amine FC1(CC(CN(C1)C=1C=2N(C=C(C1)C=1C=NN(C1)C)N=CC2)N)F